6-(4-fluorophenyl)-1-oxido-N-[4-[(6-piperazin-1-yl-1,7-naphthyridin-4-yl)oxy]phenyl]pyridin-1-ium-2-carboxamide FC1=CC=C(C=C1)C1=CC=CC(=[N+]1[O-])C(=O)NC1=CC=C(C=C1)OC1=CC=NC2=CN=C(C=C12)N1CCNCC1